ClC=1C=C(C=C(C1C)CN1S(OC2=C(C1)C=C(C=C2)O)(=O)=O)C(CC(=O)OCC)C2=C(C1=C(N(N=N1)CCCCO)C=C2)C ethyl 3-{3-chloro-5-[(6-hydroxy-2,2-dioxo-2H-1,2λ6,3-benzoxathiazin-3(4H)-yl)methyl]-4-methylphenyl}-3-[1-(4-hydroxybutyl)-4-methyl-1H-benzotriazol-5-yl]propanoate